ClC1=CC(=CC2=C1NC(=N2)NC(OCC)=O)C2=NNC(C1=CC=CC=C21)=O ethyl (7-chloro-5-(4-oxo-3,4-dihydrophthalazin-1-yl)-1H-benzimidazol-2-yl)carbamate